ClC=1C2=C(C(N(C1)CC)=O)C(=CN2C)NC2=C(C(=O)NC([2H])([2H])[2H])C=CC(=N2)NC2=NC=C(C=C2)F ((7-chloro-5-ethyl-1-methyl-4-oxo-4,5-dihydro-1H-pyrrolo[3,2-c]pyridin-3-yl)amino)-6-((5-fluoropyridin-2-yl)amino)-N-(methyl-d3)nicotinamide